2-methylthio-2-imidazoline hydroiodic acid salt I.CSC=1NCCN1